N-((3R,4S)-3-fluoro-1-methylpiperidin-4-yl)-5-(1-((S)-2-fluoropropyl)-1H-benzo[d][1,2,3]triazol-6-yl)-4-methoxypyrrolo[2,1-f][1,2,4]triazin-2-amine F[C@@H]1CN(CC[C@@H]1NC1=NN2C(C(=N1)OC)=C(C=C2)C=2C=CC1=C(N(N=N1)C[C@H](C)F)C2)C